methyl 3-chloro-5-[(2-fluoro-2-methyl-propyl)sulfamoyl]-8,9-dihydro-7H-cyclopenta[h]isoquinoline-7-carboxylate ClC=1N=CC2=C3C(=CC(=C2C1)S(NCC(C)(C)F)(=O)=O)C(CC3)C(=O)OC